(R)-N-(1-(5-amino-2-fluoro-3-methylphenyl)ethyl)-2-methyl-6-(1,2,3,6-tetrahydropyridin-4-yl)quinolin-4-amine dihydrochloride Cl.Cl.NC=1C=C(C(=C(C1)[C@@H](C)NC1=CC(=NC2=CC=C(C=C12)C=1CCNCC1)C)F)C